ClCC1(C(C(CC1)CC1=CC=C(C=C1)C)(O)CN1N=CN=C1)C 2-(chloromethyl)-methyl-5-(p-tolylmethyl)-1-(1,2,4-triazol-1-ylmethyl)cyclopentanol